4-(azetidin-1-yl)-2-ethylquinolin-7-ol N1(CCC1)C1=CC(=NC2=CC(=CC=C12)O)CC